FC1(CC2(C1)C[C@@H](N(CC2)CC2=C1C=CNC1=C(C=C2OC)C)C2=CC=C(C=1C=CNC21)C(=O)O)F 7-[(6R)-2,2-difluoro-7-[(5-methoxy-7-methyl-1H-indol-4-yl)methyl]-7-azaspiro[3.5]nonan-6-yl]-1H-indole-4-carboxylic acid